Cl.NC(CC(=O)OC1CCC(CC1)(F)F)=N 4,4-difluorocyclohexyl 3-amino-3-iminopropionate hydrochloride